2-[(6-bromo-2-pyridyl)oxymethyl]-5-(difluoromethyl)-1,3,4-thiadiazole BrC1=CC=CC(=N1)OCC=1SC(=NN1)C(F)F